C(#N)C=1N(C2=CC=C(C(=C2C1)C)CN1CCC2(CN(C2)C2=NC=NC3=CC=C(C=C23)CC(F)(F)F)CC1)CC12CC(C1)(C2)NC(OC(C)(C)C)=O tert-butyl (3-{[2-cyano-4-methyl-5-({2-[6-(2,2,2-trifluoroethyl)quinazolin-4-yl]-2,7-diazaspiro[3.5]non-7-yl}methyl)-1H-indol-1-yl]methyl}bicyclo[1.1.1]pent-1-yl)carbamate